Cl.C(C)(C)N(CCC=1C=CC=C2C=CC(=CC12)O)C 8-(2-(isopropyl-(methyl)amino)ethyl)naphthalene-2-ol hydrochloride